6-(((1-methylcyclobutyl)methyl)carbamoyl)picolinate CC1(CCC1)CNC(=O)C1=CC=CC(=N1)C(=O)[O-]